FC(CNC=1N=CC2=C(N1)NC=C2C2=CC=C1C(=N2)SC(=N1)C)(C)C N-(2-fluoro-2-methylpropyl)-5-(2-methylthiazolo[5,4-b]pyridin-5-yl)-7H-pyrrolo[2,3-d]pyrimidin-2-amine